ClC1=C(C=CC(=C1)NC=1C2=C(N=CN1)C=CC(=N2)Cl)C2(CC2)C#N 1-[2-chloro-4-[(6-chloropyrido[3,2-d]pyrimidin-4-yl)amino]phenyl]cyclopropanecarbonitrile